C(#N)C(=C)C1=C(C(=O)OC)C=CC(=C1)C(F)(F)F methyl 2-(1-cyanovinyl)-4-(trifluoromethyl)benzoate